N[C@@H]1C2=CC=CC=C2CC12CCN(CC2)C2=CC=C(C=C2C(=C)C2=NNC=C2)S(=O)(=O)C (S)-6-(1-amino-1,3-dihydrospiro[indene-2,4'-piperidin]-1'-yl)-3-(1-(3-(methylsulfonyl)phenyl)vinyl)-1H-pyrazole